magnesium sulfite S(=O)([O-])[O-].[Mg+2]